4-(4-(2-(4-(5-(2-fluoro-5-(4-fluoro-2-(trifluoromethyl)benzamido)-4-((3R,5S)-3,4,5-trimethylpiperazin-1-yl)phenyl)pyrimidin-2-yl)piperazin-1-yl)-2-oxoethyl)piperazin-1-yl)butanoic acid FC1=C(C=C(C(=C1)N1C[C@H](N([C@H](C1)C)C)C)NC(C1=C(C=C(C=C1)F)C(F)(F)F)=O)C=1C=NC(=NC1)N1CCN(CC1)C(CN1CCN(CC1)CCCC(=O)O)=O